8,8'-[carbonylbis[imino-3,1-phenylenecarbonylimino(4-methyl-3,1-phenylene)carbonylimino]]bis-1,3,5-naphthalenetrisulfonic acid C(=O)(NC=1C=C(C=CC1)C(=O)NC=1C=C(C=CC1C)C(=O)NC1=CC=C(C=2C=C(C=C(C12)S(=O)(=O)O)S(=O)(=O)O)S(=O)(=O)O)NC=1C=C(C=CC1)C(=O)NC=1C=C(C=CC1C)C(=O)NC1=CC=C(C=2C=C(C=C(C12)S(=O)(=O)O)S(=O)(=O)O)S(=O)(=O)O